N[C@H]1CN(C[C@@H](C1)F)C(=O)C=1C=C(C=2N(C1)N=C(C2C)C=2N(C1=CC(=CC=C1C2)C2=CC=C(C(=O)N(C)C)C=C2)CC2CC2)OC 4-(2-{6-[(3R,5R)-3-Amino-5-fluoropiperidine-1-carbonyl]-4-methoxy-3-methylpyrazolo[1,5-a]pyridin-2-yl}-1-(cyclopropylmethyl)-1H-indol-6-yl)-N,N-dimethylbenzamide